1,4-bis(carboxymethyl)piperazine-2,3-dicarboxylate C(=O)(O)CN1C(C(N(CC1)CC(=O)O)C(=O)[O-])C(=O)[O-]